NC1=C(C=NN1C=1C=NC(=CC1C)OC1=C(C=CC=C1F)F)C(=O)C1=CC2=C(C=C3C(=N2)CCN(C3)C3COC3)N1 (5-amino-1-{6-[(2,6-difluorophenyl)oxy]-4-methylpyridin-3-yl}pyrazol-4-yl)[7-(oxetan-3-yl)-5,6,7,8-tetrahydro-1H-pyrrolo[2,3-e]pyrido[4,3-b]pyridin-2-yl]methanone